(4-Benzyl-1,4-oxazepan-7-yl)methanol C(C1=CC=CC=C1)N1CCOC(CC1)CO